FC1=C(C=C(C=C1)C)C=1C=CC2=C(NC(=N2)C2CN(CC2)C#N)C1 3-(6-(2-Fluoro-5-methylphenyl)-1H-benzo[d]imidazol-2-yl)pyrrolidine-1-carbonitrile